4-(indol-3-yl)-pyrazole N1C=C(C2=CC=CC=C12)C=1C=NNC1